BrC=1C(=CC2=C(OCC[C@@H]3N(C2)CCN(C3)C(=O)OC(C)(C)C)C1)[N+](=O)[O-] tert-butyl (S)-9-bromo-10-nitro-1,2,4,4a,5,6-hexahydro-3H,12H-benzo[b]pyrazino[1,2-e][1,5]oxazocine-3-carboxylate